C(C1=CC=CC=C1)OC1=C(C(=CC(=C1)O)O)C(=O)N1CC2=C(C=CC=C2CC1)N(C1COCC1)C (2-(Benzyloxy)-4,6-dihydroxyphenyl)(8-(methyl(tetrahydrofuran-3-yl)amino)-3,4-dihydroisoquinolin-2(1H)-yl)methanone